NCC(=O)OCCC[Si](OC)(OC)OC 3-Glycyloxypropyltrimethoxysilan